CC1([C@H]2CN([C@@H]([C@@H]12)C(N[C@H](C=O)C[C@H]1C(NCCC1)=O)=O)C(=O)OCC1=CC=CC=C1)C Benzyl (1R,2S,5S)-6,6-dimethyl-2-(((S)-1-oxo-3-((S)-2-oxopiperidin-3-yl) propan-2-yl) carbamoyl)-3-azabicyclo[3.1.0]hexane-3-carboxylate